COC1=CC(=CC=2C(COC21)O)O 7-methoxy-2,3-dihydrobenzofuran-5-ol-ol